C(C)(C)(C)N(C(O)=O)CCNC=1C(=CC2=C(NC3=C(CC2)C=CC=C3)C1)C1=CC(=C(C=C1)Cl)Cl.BrCC(=O)C1=CC=C(C=C1)N1C=NC=C1 2-bromo-1-[4-(1H-imidazol-1-yl)phenyl]ethanone tert-butyl-2-(2-(3,4-dichlorophenyl)-10,11-dihydro-5H-dibenzo[b,f]azepin-3-ylamino)ethylcarbamate